(3-chlorophenyl)ethanoic acid ClC=1C=C(C=CC1)CC(=O)O